[5-cyclopropyl-4-(pyridin-2-yl)-1,2-oxazol-3-yl]-1-[(3R)-piperidin-3-yl]-1H-pyrazolo[3,4-d]pyrimidin-4-amine C1(CC1)C1=C(C(=NO1)C1=NN(C2=NC=NC(=C21)N)[C@H]2CNCCC2)C2=NC=CC=C2